2-(4-Chlorophenyl)-3-(3,8-diazabicyclo[3.2.1]oct-3-ylmethyl)imidazo[1,2-a]pyridin-Dihydrochlorid Cl.Cl.ClC1=CC=C(C=C1)C=1N=C2N(C=CC=C2)C1CN1CC2CCC(C1)N2